[Cs+].C(CCC(=O)[O-])(=O)[O-].[Cs+] succinic acid cesium salt